COC(CNC1CC=NC2=C(O1)C=CC=C2)OC 2,2-dimethoxyethylamino-2,3-dihydrobenzo[b][1,4]-oxazepine